C1(=CC=CC=C1)C1=CC=C(N=N1)N1N=C(N=C1N)NC1=CC(=C(C=C1)N1CCC(CC1)N1CCCC1)F 1-(6-phenylpyridazin-3-yl)-N3-(3-fluoro-4-(4-(pyrrolidin-1-yl)piperidin-1-yl)phenyl)-1H-1,2,4-triazole-3,5-diamine